(1r,4r)-4-(3-Chloroanilino)-2'-{4-[(pyridin-4-yl)oxy]phenyl}-2',3'-dihydro-spiro[cyclohexane-1,1'-indene]-4-carboxylic acid ClC=1C=C(NC2(CCC3(C(CC4=CC=CC=C34)C3=CC=C(C=C3)OC3=CC=NC=C3)CC2)C(=O)O)C=CC1